C(CC)OCCOCCC 1,2-dipropoxy-ethane